CC1=NC=C(C=C1N1N=C(C(=C1)[N+](=O)[O-])OCCCO)C 3-((1-(2,5-dimethylpyridin-3-yl)-4-nitro-1H-pyrazol-3-yl)oxy)propan-1-ol